C1(CC1)OC1=NN(C=C1N)C(COC)C 3-cyclopropoxy-1-(1-methoxypropan-2-yl)-1H-pyrazol-4-amine